NC1=C2N(C(N(C2=NC=N1)C1CCN(CC1)C1CCN(CC1)C(=O)OC(C)(C)C)=O)C1=CC(=C(C=C1)OC1=CC=C(C=C1)C)OC tert-butyl 4-{6-amino-7-[3-methoxy-4-(4-methylphenoxy) phenyl]-8-oxopurin-9-yl}-[1,4'-bipiperidine]-1'-carboxylate